C(C)(C)(C)N(C(O)=O)CCC(C(=O)N(CCCCCCCC(N(CCCCCCCCCC)CCCCCCCCCC)=O)CCCCCCCC(=O)N(CCCCCCCCCC)CCCCCCCCCC)F.NCCC(C(=O)N(CCCCCCCC(=O)N(CCCCCCCCCC)CCCCCCCCCC)CCCCCCCC(=O)N(CCCCCCCCCC)CCCCCCCCCC)F 8-(4-amino-N-(8-(didecylamino)-8-oxooctyl)-2-fluorobutanamido)-N,N-didecyloctanamide Tert-butyl-(4-(bis(8-(didecylamino)-8-oxooctyl)amino)-3-fluoro-4-oxobutyl)carbamate